C12OCC(CC1)(CC2)CO[C@@H]([C@@H](C(=O)NC)NC(=O)[C@@H]2CN(CC21CN(C1)C(=O)OC(C)(C)C)C(=O)C1=CN=CS1)C (S)-tert-butyl 8-(((2S,3R)-3-(2-oxabicyclo[2.2.2]octan-4-ylmethoxy)-1-(methylamino)-1-oxobutan-2-yl)carbamoyl)-6-(thiazole-5-carbonyl)-2,6-diazaspiro[3.4]octane-2-carboxylate